C(C)(C)(C)OC(NC1(CC1)COC=1C(=C2CC(CC2=C(C1)C)C=O)C)=O N-[1-[(2-formyl-4,7-dimethyl-2,3-dihydro-1H-inden-5-yl)oxymethyl]cyclopropyl]carbamic acid tert-butyl ester